C=C(C(=O)[O-])CC1=CC(=C(C(=C1)C(C)(C)C)O)C(C)(C)C Methylene(3,5-Di-Tert-Butyl-4-Hydroxyhydrocinnamate)